C1=C(C=CC=2OC3=C(C21)C=CC=C3)CNC3=CN=C(N(C3=O)CC(=O)NCC=3C=C2N(C=CN=C2)C3)C3=CC=CC=C3 2-(5-((dibenzo[b,d]furan-2-ylmethyl)amino)-6-oxo-2-phenylpyrimidin-1(6H)-yl)-N-(pyrrolo[1,2-a]pyrazin-7-ylmethyl)acetamide